2-((2,2,2-trifluoroethyl)amino)hexanamide FC(CNC(C(=O)N)CCCC)(F)F